O[C@@H]1C[C@H](NC1)C(=O)OCC1=CC=CC=C1 (2S,4R)-benzyl 4-hydroxypyrrolidine-2-carboxylate